OC(=CC(=O)O)CCCCCCCC(C)O 3,11-dihydroxydodecenoic acid